C(C)(=O)N1CC[C@@H]2N(C([C@H](C1)NC(=O)C1=CC3=C(S1)C=CC(=C3)C(F)(F)P(O)(O)=O)=O)[C@@H](CC2)C(=O)N2C[C@H](OCC2)C2=CC=CC=C2 ((2-(((5S,8S,10aR)-3-acetyl-6-oxo-8-((R)-2-phenylmorpholine-4-carbonyl)decahydropyrrolo[1,2-a][1,5]diazocin-5-yl)carbamoyl)benzo[b]thiophen-5-yl)difluoromethyl)phosphonic acid